C1(CC1)CNC(C=1C=C(C=CC1)[NH-])C1=C(C=CC2=CC=CC=C12)OC {3-[(cyclopropylmethyl-amino)-(2-methoxy-naphthalen-1-yl)-methyl]-phenyl}-amide